(S)-N-(5-(4-amino-1-(1-(3-chloro-6-(3-fluorophenyl)-5-oxo-5H-thiazolo[3,2-a]pyridin-7-yl)ethyl)-1H-pyrazolo[3,4-d]pyrimidin-3-yl)-2-(methoxy-d3)phenyl)methanesulfonamide NC1=C2C(=NC=N1)N(N=C2C=2C=CC(=C(C2)NS(=O)(=O)C)OC([2H])([2H])[2H])[C@@H](C)C=2C=C1N(C(C2C2=CC(=CC=C2)F)=O)C(=CS1)Cl